CC1(COB(OC1)C1=C(C=C(NC2=NC=C(C(=N2)NC(CC(=O)OCC)CC(=O)OCC)C)C=C1)C(=O)OC)C diethyl 3-[[2-[4-(5,5-dimethyl-1,3,2-dioxaborinan-2-yl)-3-methoxycarbonyl-anilino]-5-methyl-pyrimidin-4-yl]amino]pentanedioate